N,N-diallyl-4-(4-methoxyphenyl)butanamide C(C=C)N(C(CCCC1=CC=C(C=C1)OC)=O)CC=C